C(C)(=O)N1CC2(CC1)CCC(CC2)C(=O)N2CC1N(C(C2)C1)C(\C=C\CN(C)C)=O (e)-1-(3-(2-acetyl-2-azaspiro[4.5]decane-8-carbonyl)-3,6-diazabicyclo[3.1.1]heptan-6-yl)-4-(dimethylamino)but-2-en-1-one